4-anilinol NC1=CC=C(C=C1)O